[[(Hexylamino)carbonyl]amino]-N-[4-[2-[[(2S)-2-hydroxy-3-(4-hydroxyphenoxy)propyl]amino]ethyl]phenyl]-benzenesulfonamide C(CCCCC)NC(=O)NC1=C(C=CC=C1)S(=O)(=O)NC1=CC=C(C=C1)CCNC[C@@H](COC1=CC=C(C=C1)O)O